cyclooctyl L-alaninate hydrogen chloride methyl-(S)-3-(8-nitro-6-(2-chlorophenyl)-1-(((phosphonooxy)methyl)thio)-4H-benzo[f][1,2,4]triazolo[4,3-a][1,4]diazepin-4-yl)propionate COC(CC[C@H]1C=2N(C3=C(C(=N1)C1=C(C=CC=C1)Cl)C=C(C=C3)[N+](=O)[O-])C(=NN2)SCOP(=O)(O)O)=O.Cl.N[C@@H](C)C(=O)OC2CCCCCCC2